C1=CC=C2C(=C1)C=CC(=C2O)C(=O)O The molecule is a naphthoic acid with the carboxy group at position 2 and carrying a hydroxy substituent at the 1-position. It is a xenobiotic metabolite produced by the biodegradation of phenanthrene by microorganisms. It has a role as a bacterial xenobiotic metabolite and a fungal xenobiotic metabolite. It is a naphthoic acid, a member of naphthols and a hydroxy monocarboxylic acid. It derives from a 2-naphthoic acid. It is a conjugate acid of a 1-hydroxy-2-naphthoate.